7-bromo-4-oxo-1,3-dihydroisoquinoline-2-carboxylic acid tert-butyl ester C(C)(C)(C)OC(=O)N1CC2=CC(=CC=C2C(C1)=O)Br